2-chloro-4-(3-methylmorpholinyl)-7-(2-(methylsulfonyl)propan-2-yl)thieno[3,2-d]Pyrimidine ClC=1N=C(C2=C(N1)C(=CS2)C(C)(C)S(=O)(=O)C)N2C(COCC2)C